N-[(6-Amino-2-pyridyl)sulfonyl]-6-(3-methoxyphenyl)-5-methyl-2-(2,2,4-trimethylpyrrolidin-1-yl)pyridin-3-carboxamid NC1=CC=CC(=N1)S(=O)(=O)NC(=O)C=1C(=NC(=C(C1)C)C1=CC(=CC=C1)OC)N1C(CC(C1)C)(C)C